(3,5-difluoropyridin-4-yl)propan FC=1C=NC=C(C1CCC)F